6-(2-(2-Fluorophenoxy)-2-methylpropyl)-2-thia-6-azaspiro[3.4]octane 2,2-dioxide FC1=C(OC(CN2CC3(CS(C3)(=O)=O)CC2)(C)C)C=CC=C1